2-{2-[2-(2-{2-[2-(2-{2-[2-(4-nonylphenoxy)ethoxy]ethoxy}ethoxy)ethoxy]ethoxy}ethoxy)ethoxy]ethoxy}ethanol C(CCCCCCCC)C1=CC=C(OCCOCCOCCOCCOCCOCCOCCOCCOCCO)C=C1